OC12C[C@H]3C([C@H](CC(C1)C3)C2)NC2=C3C(=NC=C2C(=O)N)NC=C3 4-{[(1R,2s,3S,5s,7s)-5-hydroxyadamantan-2-yl]amino}-1H-pyrrolo[2,3-b]pyridine-5-carboxamide